(4-(trifluoromethoxy)phenyl)methylamine hydrochloride Cl.FC(OC1=CC=C(C=C1)CN)(F)F